C[Hf](C1C=C(C=C1)C[Si](C)(C)C)(C1C=CC2=CC=3CCCC3C=C12)(=[SiH2])(=[SiH2])(C)(C)C Tetramethyl-disilylene(1,5,6,7-tetrahydro-s-indacenyl)(3-(trimethylsilyl)methyl-cyclopentadienyl)hafnium